5-(3-chloro-2-fluorophenoxy)-3-methylpyridazine-4-carboxylic acid ClC=1C(=C(OC=2C(=C(N=NC2)C)C(=O)O)C=CC1)F